2,3,3,5-tetramethylocta-1,7-dien-4-one CC(=C)C(C(C(CC=C)C)=O)(C)C